CC(CCC(C=1N=NNN1)NC1=NC=NC2=CC(=CC=C12)F)(C)C [4,4-dimethyl-1-(2H-tetraazol-5-yl)pentyl](7-fluoro-4-quinazolinyl)amine